ClC1=CC=C(COC=2C=C(C=CC2)CCCN)C=C1 3-(3-(4-chlorobenzyloxy)phenyl)propan-1-amine